ClC1=C(C=C(C(=C1)N)Cl)C1=C(C=C(N)C(=C1)Cl)Cl 2,2',5,5'-tetrachlorobenzidine